C1(=CC=CC2=CC=CC=C12)CNC1=CC=C(N=N1)C1=CC2=C(NC(N2)=O)C=C1 5-(6-((Naphthalen-1-ylmethyl)amino)pyridazin-3-yl)-1H-benzo[d]imidazol-2(3H)-one